N[C@H](CCCCCN)C(=O)O D-Homolysine